FC=1C(=C(C2=C(OC[C@@H]3N2CCOC3)C1)C#N)[2H] (R)-8-Fluoro-1,2,4a,5-tetrahydro-4H-benzo[b][1,4]oxazino[4,3-d][1,4]oxazine-10-carbonitrile-9-d1